C(C)(C)(C)OC(=O)N1CC2(CCN3N=C(C=C32)C=3C=NC(=C(C3)O[C@H](C)C=3C=NC=CC3)N)CC1 tert-butyl-2'-{6-amino-5-[(1R)-1-(pyridin-3-yl)ethoxy]pyridin-3-yl}-5',6'-dihydrospiro[pyrrolidine-3,4'-pyrrolo[1,2-b]pyrazole]-1-carboxylate